C(C)NC1=C(C=CC=C1)N1CC2=CC=C(C=C2CC1)OC N-ethyl-2-(6-methoxy-3,4-dihydro-isoquinolin-2(1H)-yl)aniline